Cl.CN(C=1SC2=C(N1)SC(=N2)C2=NC=C(C=C2O)C=2C=NNC2)C2CCNCC2 2-{5-[Methyl(piperidin-4-yl)amino][1,3]thiazolo[5,4-d][1,3]thiazol-2-yl}-5-(1H-pyrazol-4-yl)pyridin-3-ol Hydrochlorid